2-(6-amino-5-((1R,5S)-8-(2-(2-(piperazin-1-yl)ethoxy)phenyl)-3,8-diazabicyclo[3.2.1]octan-3-yl)pyridazin-3-yl)phenol NC1=C(C=C(N=N1)C1=C(C=CC=C1)O)N1C[C@H]2CC[C@@H](C1)N2C2=C(C=CC=C2)OCCN2CCNCC2